2,6-dimethoxybenzoyl-benzil COC1=C(C(=O)C2=C(C=CC=C2)C(=O)C(=O)C2=CC=CC=C2)C(=CC=C1)OC